C(CCCCCCCCCCCCCCC)(=O)[O-].[Li+] Lithium palmitat